OC[C@H](C)OC=1C=NN(C1)C12CC(C1)(C2)NC(OC(C)(C)C)=O tert-butyl [3-(4-{[(2S)-1-hydroxypropan-2-yl]oxy}-1H-pyrazol-1-yl)bicyclo[1.1.1]pentan-1-yl]carbamate